CC(C)C=1C=C(C2=CC=C(C=C2C1)C(C)C)S(=O)(=O)O 3,6-di(propan-2-yl)naphthalenesulfonic acid